C(CC)(=O)O[C@@H](C=O)[C@@H](OC(CC)=O)[C@@H](OC(CC)=O)[C@H](OC(CC)=O)COC(CC)=O galactose pentapropionate